ClC1=C(C=C(C=C1)CC(=O)N1CCN(CC1)C=1C=CC=2N(N1)C=NN2)CO 2-[4-chloro-3-(hydroxymethyl)phenyl]-1-(4-{[1,2,4]triazolo[4,3-b]pyridazin-6-yl}piperazin-1-yl)ethan-1-one